OCC1CN(CC1NC(C)C1=CC=CC=C1)C(=O)[O-] 3-(hydroxymethyl)-4-((1-phenylethyl)amino)pyrrolidine-1-carboxylate